COC(=O)C=1SC2=C(C1I)C=CC(=C2)Cl 6-Chloro-3-iodo-1-benzothiophene-2-carboxylic acid methyl ester